C(C)N1C(N(C(C12CCN(CC2)CC2CCOCC2)=O)C2=CC(=NC(=C2)C(F)(F)F)C)=O 1-Ethyl-3-(2-methyl-6-(trifluoromethyl)pyridin-4-yl)-8-((tetrahydro-2H-pyran-4-yl)methyl)-1,3,8-triazaspiro[4.5]decane-2,4-dione